3-amino-6-(3-(5,5-dimethyl-5,6-dihydro-4H-pyrrolo[1,2-b]pyrazol-3-yl)phenyl)-N-((3R,4R)-4-hydroxypiperidine-3-yl)pyrazine-2-carboxamide NC=1C(=NC(=CN1)C1=CC(=CC=C1)C1=C2N(N=C1)CC(C2)(C)C)C(=O)N[C@@H]2CNCC[C@H]2O